ClC=1C=CC(=C2C=C(N(C12)CCNC1=NC=NC(=C1)C1=CC(=C(C=C1)C1=NN=NN1)OCC)C)OC [2-(7-Chloro-4-methoxy-2-methyl-indol-1-yl)-ethyl]-{6-[3-ethoxy-4-(1H-tetrazol-5-yl)-phenyl]-pyrimidin-4-yl}-amine